2-(1H-pyrazol-1-yl)benzoic acid N1(N=CC=C1)C1=C(C(=O)O)C=CC=C1